N(=[N+]=[N-])CCOCCOCCOCCOCC1OCC(C2C1OC(O2)(C)C)N 4-(13-azido-2,5,8,11-tetraoxatridecyl)-2,2-dimethyltetrahydro-4H-[1,3]dioxolo[4,5-c]pyran-7-amine